N-(2-fluorobenzyl)ethan-1-amine FC1=C(CNCC)C=CC=C1